1-benzyl-4-ethynyl-3-((5-fluoro-1H-indol-3-yl)methyl)piperidin-4-ol C(C1=CC=CC=C1)N1CC(C(CC1)(O)C#C)CC1=CNC2=CC=C(C=C12)F